piperazinyl acrylate C(C=C)(=O)ON1CCNCC1